Cl(=O)(=O)(=O)O.BrC1=C(C=C(C=C1)C1=C(CN(O1)C(C)(C)C)C(=O)OCC)OC 5-(4-bromo-3-methoxyphenyl)-2-tert-butyl-4-ethoxyformyl-isoxazole perchlorate